[Ir+3].C1=CC=C(C=2OC3=C(C21)C=CC=C3)C3=NC=CC=C3.C3=CC=C(C=2OC1=C(C23)C=CC=C1)C1=NC=CC=C1.C1=CC=C(C=2OC3=C(C21)C=CC=C3)C3=NC=CC=C3 tris(2-(dibenzo[b,d]furan-4-yl)pyridine) iridium (III)